1-((6-(1-methyl-1H-pyrazol-4-yl)pyrazolo[1,5-a]pyrazin-4-yl)oxy)bicyclo[4.1.0]heptan-3-one CN1N=CC(=C1)C=1N=C(C=2N(C1)N=CC2)OC21CC(CCC1C2)=O